5-[(1,3-benzoxazol-7-yl)methyl]-7-hexyl-5H,6H,7H,8H,9H,10H-cyclohepta[b]indole-4-carboxylic acid O1C=NC2=C1C(=CC=C2)CN2C1=C(C3=CC=CC(=C23)C(=O)O)CCCC(C1)CCCCCC